ClC1=CC(=NC2=CC=C(C=C12)S(=O)(=O)F)C1=CC(=CC=C1)SC1=CC=CC=C1 4-chloro-2-(3-(phenylsulfanyl)phenyl)quinoline-6-sulfonyl fluoride